BrC1=CC=CC=2C=3N(C(=NC12)N[C@H](C)C(=O)NCCOC)N=C(N3)C3=CC=C(C=C3)OC N2-[7-bromo-2-(4-methoxyphenyl)[1,2,4]triazolo[1,5-c]quinazolin-5-yl]-N-(2-methoxyethyl)-D-alaninamide